C(CCCCCC)(O)O heptane-1,1-diol